Cl.Cl.BrC=1C=CC(=NC1)N1CC2NC(C1)C2 3-(5-Bromopyridin-2-yl)-3,6-diazabicyclo[3.1.1]heptane dihydrochloride